2-(3,8-diazabicyclo[3.2.1]octan-8-yl)-N-cyclopentyl-N-methyl-7,8-dihydro-1,6-naphthyridine-6(5H)-carboxamide C12CNCC(CC1)N2C2=NC=1CCN(CC1C=C2)C(=O)N(C)C2CCCC2